N-((5-(3-(4-hydroxypiperidin-1-yl)phenyl)-3H-imidazo[4,5-b]pyridin-2-yl)methyl)-1-(methylsulfonyl)-1H-pyrrole-3-carboxamide OC1CCN(CC1)C=1C=C(C=CC1)C1=CC=C2C(=N1)NC(=N2)CNC(=O)C2=CN(C=C2)S(=O)(=O)C